C(#N)CCCN1C(=CC(=C1C)S(=O)(=O)C=1C=C2C=NN(C2=CC1)C)C(=O)OCC ethyl 1-(3-cyanopropyl)-5-methyl-4-(1-methylindazol-5-yl)sulfonyl-pyrrole-2-carboxylate